OC1=C(C(=CC(=C1CNC(=O)N1CCCC1)CCCCC)O)C1C(CCC(=C1)C)C(=C)C N-((2,6-dihydroxy-5'-methyl-4-pentyl-2'-(prop-1-en-2-yl)-1',2',3',4'-tetrahydro-[1,1'-biphenyl]-3-yl)methyl)pyrrolidine-1-carboxamide